CN1N=CC(=C1)C1=CC(=C(C=O)C=C1)B1OC(C(O1)(C)C)(C)C 4-(1-methyl-1H-pyrazol-4-yl)-2-(4,4,5,5-tetramethyl-1,3,2-dioxaborolan-2-yl)benzaldehyde